6-[3-chloro-4-(cyclopropylmethoxy)phenyl]-N-[(2-pyrrolidin-1-yl-3-pyridyl)methyl]pyridazine-4-carboxamide ClC=1C=C(C=CC1OCC1CC1)C1=CC(=CN=N1)C(=O)NCC=1C(=NC=CC1)N1CCCC1